8-(5-{7-[(2R)-2-Methylpyrrolidin-1-yl]-6,7,8,9-tetrahydro-5H-benzo[7]annulen-2-yl}-1H-pyrazolo[3,4-b]pyridin-3-yl)-4,5-dihydro-2H-spiro[1,4-benzoxazepine-3,1'-cyclobutan]-5-one C[C@H]1N(CCC1)C1CCC2=C(CC1)C=C(C=C2)C=2C=C1C(=NC2)NN=C1C1=CC2=C(C(NC3(CCC3)CO2)=O)C=C1